BrC=1C=2N(C(=NC1C1=CC=C(C=C1)F)N)C=CN2 8-bromo-7-(4-fluorophenyl)imidazo[1,2-c]pyrimidin-5-amine